N1(CCC1)CCNC(=O)C1=C(C2=C(CCC3=CN(N=C23)CC2=NC(=CC=C2)C)O1)C N-[2-(azetidin-1-yl)ethyl]-8-methyl-2-[(6-methylpyridin-2-yl)methyl]-4,5-dihydro-2H-furo[2,3-g]indazole-7-carboxamide